tert-butyl (2s,4r)-2-((3-fluoro-4-(4-methylthiazol-5-yl) benzyl) carbamoyl)-4-hydroxypyrrolidine-1-carboxylate FC=1C=C(CNC(=O)[C@H]2N(C[C@@H](C2)O)C(=O)OC(C)(C)C)C=CC1C1=C(N=CS1)C